2-((1R,2S)-1-(2-chlorophenyl)-1-(1-(2-methoxy-2-methylpropyl)-1H-pyrazol-4-yl)propan-2-yl)-5-hydroxy-N-(isoxazol-4-yl)-1-methyl-6-oxo-1,6-dihydropyrimidine-4-carboxamide ClC1=C(C=CC=C1)[C@H]([C@H](C)C=1N(C(C(=C(N1)C(=O)NC=1C=NOC1)O)=O)C)C=1C=NN(C1)CC(C)(C)OC